C(CCCCCCC\C=C/CCCCCCCC)(=O)O.[Ag] silver oleic acid